C(#N)C=1C=C(CC=2C=CC(=C(C(=O)O)C2)F)C=CC1 5-(3-cyanobenzyl)-2-fluorobenzoic acid